6-(2-Fluorophenyl)-3-((4-hydroxy-1-(3-phenylpropanoyl)piperidin-4-yl)methyl)pyrimidin FC1=C(C=CC=C1)C=1C=CN(CN1)CC1(CCN(CC1)C(CCC1=CC=CC=C1)=O)O